The molecule is a natural product found in Sinocalamus affinis. It has a role as a plant metabolite. It is a neolignan, a dimethoxybenzene, a furofuran, a primary alcohol and a secondary alcohol. COC1=CC(=CC(=C1O[C@@H](CO)[C@H](C2=CC(=C(C=C2)O)OC)O)OC)[C@H]3[C@@H]4CO[C@H]([C@@H]4CO3)C5=CC(=C(C(=C5)OC)O[C@@H](CO)[C@H](C6=C(C(=CC=C6)O)OC)O)OC